(S)-5-amino-2-(2-fluoroethyl)-6-(3-hydroxy-2,6-dimethylphenyl)-3-(trifluoromethyl)-2,6-dihydropyrrolo[2,3-c]pyrazole-4-carboxamide NC1=C(C=2C(=NN(C2C(F)(F)F)CCF)N1C1=C(C(=CC=C1C)O)C)C(=O)N